C1(CC1)C1=CC(=NC=2N1N=C(C2)C2=C(C=C(C=C2)N2CCC(CC2)C(=O)N)F)C(=O)N2[C@@H](C1=CC=CC=C1CC2)C 1-(4-{7-cyclopropyl-5-[(1R)-1-methyl-1,2,3,4-tetrahydroisoquinoline-2-carbonyl]-pyrazolo[1,5-a]pyrimidin-2-yl}-3-fluorophenyl)piperidine-4-carboxamide